C(C)(C)(C)NCCOCC (tertiarybutylaminoethoxy)-ethane